The molecule is a member of the class of tetralins that is 3,4-dihydronaphthalen-1(2H)-one substituted by a hydroxy group at position 7, two hydroxymethyl groups at positions 2 and 4 and a methoxy group at position 6. It has been isolated from Taxus yunnanensis. It has a role as a plant metabolite. It is a member of tetralins, a triol, an aromatic ether, a member of phenols, a primary alcohol and a cyclic ketone. COC1=C(C=C2C(=C1)C[C@H]([C@@H](C2=O)CO)CO)O